(S)-N-((S)-5-(3,5-difluorophenyl)-6,7-dihydro-5H-pyrrolo[1,2-a]imidazol-2-yl)-2-morpholinopropanamide FC=1C=C(C=C(C1)F)[C@@H]1CCC=2N1C=C(N2)NC([C@H](C)N2CCOCC2)=O